1-({4-[(1E)-N-{[4-Cyclohexyl-3-(4,4,5,5-tetramethyl-1,3,2-dioxaborolan-2-yl)phenyl]methoxy}ethanimidoyl]-2-ethylphenyl}methyl)azetidine-3-carboxylic acid C1(CCCCC1)C1=C(C=C(C=C1)CO/N=C(\C)/C1=CC(=C(C=C1)CN1CC(C1)C(=O)O)CC)B1OC(C(O1)(C)C)(C)C